(S)-2-(3-methoxy-2-oxo-5-(2-oxoethyl)pyrazin-1(2H)-yl)-4-methylpentanoic acid methyl ester COC([C@H](CC(C)C)N1C(C(=NC(=C1)CC=O)OC)=O)=O